CN(CCOCCO)C 2-(2-dimethylamino-ethoxy)-ethanol